O=C[C@H](O)[C@@H](O)[C@@H](O)[C@H](O)C R-D-fucose